CN1N=C(C=C1C(=O)N[C@H](C)C1=NC(=NS1)C1=CC(=NC=C1)C1CC1)C(F)(F)F 2-methyl-N-[(1R)-1-[3-(2-cyclopropyl-4-pyridinyl)-1,2,4-thiadiazol-5-yl]ethyl]-5-(trifluoromethyl)pyrazole-3-carboxamide